3-{2-[(3,5-dimethylphenyl)amino]pyrimidin-4-yl}-N,1-dimethyl-1H-pyrazole-5-carboxamide CC=1C=C(C=C(C1)C)NC1=NC=CC(=N1)C1=NN(C(=C1)C(=O)NC)C